C1(=CC=CC=C1)C1=NC(=NC(=N1)C1=CC=C(C=C1)C1=C(C=CC2=CC=CC=C12)C1(NC=NC(=N1)C1=CC=CC=C1)C1=CC=CC=C1)C1=CC=CC=C1 4-{1-[4-(diphenyl-1,3,5-triazin-2-yl)phenyl]naphthalene-2-yl}-4,6-diphenyl-1,3,5-triazine